N-(3-fluoro-4-((4,4,4-trifluorobutan-2-yl)oxy)phenyl)-2-(pyrrolidin-1-yl)-5-(2,2,2-trifluoroethyl)oxazole-4-carboxamide FC=1C=C(C=CC1OC(C)CC(F)(F)F)NC(=O)C=1N=C(OC1CC(F)(F)F)N1CCCC1